BrC=1C=C(C=CC1)[C@@H]1COC=2C(=NC=CC2)O1 (R)-3-(3-bromophenyl)-2,3-dihydro-[1,4]dioxino[2,3-b]pyridine